2-amino-N',3-dimethyl-N'-(pyrimidin-2-yl)-N-((6-(trifluoromethyl)pyridazin-3-yl)methyl)quinoline-6-carbohydrazide NC1=NC2=CC=C(C=C2C=C1C)C(=O)N(N(C1=NC=CC=N1)C)CC=1N=NC(=CC1)C(F)(F)F